7-ethyl-4-methylsulfonyl-thieno[3,2-d]pyrimidine C(C)C1=CSC2=C1N=CN=C2S(=O)(=O)C